(S)-2-(((2-amino-5-(methoxycarbonyl)phenyl)amino)methyl)azetidine-1-carboxylic acid tert-butyl ester C(C)(C)(C)OC(=O)N1[C@@H](CC1)CNC1=C(C=CC(=C1)C(=O)OC)N